(2R)-2-amino-3-(2,4-dichlorophenyl)-1-[5-(pyridazin-4-yl)-2,3-dihydro-1H-isoindol-2-yl]propan-1-one N[C@@H](C(=O)N1CC2=CC=C(C=C2C1)C1=CN=NC=C1)CC1=C(C=C(C=C1)Cl)Cl